C1(=C(C=CC=C1)C1=CC=CC2=CC3=CC=CC=C3C(=C12)C=1C2=CC=CC=C2C=C2C=CC=CC12)C=1C(=CC=CC1)C1=CC=CC=C1 Terphenyl-2-yl-9,9'-bianthracene